7-{3-[(2-ethoxyethyl)carbamoyl]azetidin-1-yl}-1-(4-ethyl-1,3-thiazol-2-yl)-5-methyl-4-oxo-1,4-dihydro-1,8-naphthyridine-3-carboxylic acid C(C)OCCNC(=O)C1CN(C1)C1=CC(=C2C(C(=CN(C2=N1)C=1SC=C(N1)CC)C(=O)O)=O)C